S(SC=1C=C(N)C(=CC1Cl)Cl)C=1C=C(N)C(=CC1Cl)Cl 3,3'-Disulfanediylbis(4,6-dichloroaniline)